4-oxo-6,7-dihydro-5H-pyrazolo[1,5-a]pyridine-2-carboxylic acid O=C1C=2N(CCC1)N=C(C2)C(=O)O